(R)-2-oxoimidazolidine-4-carboxylic acid [1-phenyl-5-(3-propylphenyl)-1H-pyrazol-3-yl]amide C1(=CC=CC=C1)N1N=C(C=C1C1=CC(=CC=C1)CCC)NC(=O)[C@@H]1NC(NC1)=O